methyl 3-chloro-7-hydroxy-thieno[3,2-c]pyridazine-6-carboxylate ClC1=CC2=C(N=N1)C(=C(S2)C(=O)OC)O